C(C)N(C1=C2CC(CC2=C(C=C1)F)CO)C=C(C(=O)OCC)C(=O)OCC diethyl 2-[[ethyl-[7-fluoro-2-(hydroxymethyl)-2,3-dihydro-1H-inden-4-yl]amino]methylidene]propanedioate